O=C1N(C(C=C1)=O)CCOCCOCCOCCOCCOCCOCCOCCOCCC(=O)ON1C(CCC1=O)=O 2,5-dioxopyrrolidin-1-yl 1-(2,5-dioxo-2,5-dihydro-1H-pyrrol-1-yl)-3,6,9,12,15,18,21,24-octaoxaheptacosan-27-oate